(R)-N-(3-(3'-chloro-6-methoxy-5-((((5-oxopyrrolidin-2-yl)methyl)amino)methyl)-[2,4'-bipyridin]-2'-yl)-2-methylphenyl)-3-hydroxy-5-(((2-hydroxyethyl)amino)methyl)picolinamide ClC=1C(=NC=CC1C1=NC(=C(C=C1)CNC[C@@H]1NC(CC1)=O)OC)C=1C(=C(C=CC1)NC(C1=NC=C(C=C1O)CNCCO)=O)C